NN1C(=CC2=CC(=CC(=C12)OC)C(=O)OC)C([2H])([2H])[2H] methyl 1-amino-7-methoxy-2-(methyl-d3)-1H-indole-5-carboxylate